ClC=1C(=NC=C(C(=O)NC2=CC(=CC=C2)[C@H](C)NC=2C=NC=3C(N2)=NN(C3)CC)C1)OC(C)C (S)-5-chloro-N-(3-(1-((2-ethyl-2H-pyrazolo[3,4-b]pyrazin-6-yl)amino)ethyl)phenyl)-6-isopropoxynicotinamide